hexahydro-1,3-diazepin-2-one N1C(NCCCC1)=O